2-(tert-butyl)-N-(2-methyl-4-(6-(4,5,6,7-tetrahydropyrazolo[1,5-a]pyrazin-3-yl)-7H-pyrrolo[2,3-d]pyrimidin-4-yl)benzyl)thiazole-5-carboxamide hydrochloride Cl.C(C)(C)(C)C=1SC(=CN1)C(=O)NCC1=C(C=C(C=C1)C=1C2=C(N=CN1)NC(=C2)C=2C=NN1C2CNCC1)C